tert-butyl 3-[2-[2-[[2-(2,6-dioxo-3-piperidyl)-1,3-dioxo-isoindolin-4-yl]amino]ethoxy]ethoxy]propanoate O=C1NC(CCC1N1C(C2=CC=CC(=C2C1=O)NCCOCCOCCC(=O)OC(C)(C)C)=O)=O